NC1=NC=C(C=N1)C1=CC(=C2C(=N1)SC(=C2N)S(=O)CCCOC)C(F)(F)F 6-(2-aminopyrimidin-5-yl)-2-((3-methoxypropyl)sulfinyl)-4-(trifluoromethyl)thieno[2,3-b]pyridin-3-amine